C1(=CC=CC=C1)[C@H]1[C@H](CCCC1)CNS(=O)(=O)C1=CC=C(C=C1)OC(F)(F)F N-(((1S,2R)-2-phenylcyclohexyl)methyl)-4-(trifluoromethoxy)benzenesulfonamide